ClC[Si](C)(C)C (chloro-methyl)(trimethyl)silane